N-(4-chloro-6-(3,3-difluoropyrrolidin-1-yl)pyrimidin-5-yl)-6-isopropylnicotinamide ClC1=NC=NC(=C1NC(C1=CN=C(C=C1)C(C)C)=O)N1CC(CC1)(F)F